C(C(C)(C)C)(=O)OC=1C=C2CCN(CC2=CC1)C1=C(C=CC=C1)N(C(C1=CC=C(C=C1)OCCN1CCCCCC1)=O)CC 2-(2-(4-(2-(azepan-1-yl) ethoxy)-N-ethylbenzamido) phenyl)-1,2,3,4-tetrahydroisoquinolin-6-yl pivalate